2-(6-methoxypyridin-3-yl)acetonitrile COC1=CC=C(C=N1)CC#N